C(C1=CC=CC=C1)(C1=CC=CC=C1)NC(CN)C N'-benzhydryl-1,2-propylenediamine